diisopropyl 2,5-dioxoadipate O=C(C(=O)OC(C)C)CCC(C(=O)OC(C)C)=O